CC1=C(C=NN1)C1=CC2=C(N=C(S2)NC2=NC=CC(=C2)N2CCN(CC2)C)C=C1 6-(5-methyl-1H-pyrazol-4-yl)-N-(4-(4-methyl-piperazin-1-yl)pyridin-2-yl)benzo[d]thiazol-2-amine